(R)-2-(4-(6-methoxy-3,8-dimethyl-2-oxo-1,2-dihydroquinolin-5-yl)phenyl)propylcarbamic acid tert-butyl ester C(C)(C)(C)OC(NC[C@H](C)C1=CC=C(C=C1)C1=C2C=C(C(NC2=C(C=C1OC)C)=O)C)=O